(2S,4R)-1-(L-valyl)-N-((R)-1-(4-(1-ethyl-1H-pyrazol-5-yl)phenyl)-2-hydroxyethyl)-4-hydroxypyrrolidine-2-carboxamide N[C@@H](C(C)C)C(=O)N1[C@@H](C[C@H](C1)O)C(=O)N[C@@H](CO)C1=CC=C(C=C1)C1=CC=NN1CC